Cl.C(C)N(C(=O)NCC(=O)OCC)CC=1C=C2[C@@H]3OC[C@H]([C@@H](NC2=CC1)C3)O Ethyl 2-{[ethyl({[(1R,9S,10S)-10-hydroxy-12-oxa-8-azatricyclo[7.3.1.02,7]trideca-2,4,6-trien-4-yl]methyl})carbamoyl]amino}acetate hydrochloride